FC=1C=C(C=C(C1)F)NC=1N=CC2=C(N1)C(=CN2)NC(C2=C(C=C(C=C2)N2CCN(CC2)C)N(C(C(F)(F)F)=O)C2CCOCC2)=O N-(2-((3,5-difluorophenyl)amino)-5H-pyrrolo[3,2-d]pyrimidin-7-yl)-4-(4-methylpiperazin-1-yl)-2-(2,2,2-trifluoro-N-(tetrahydro-2H-pyran-4-yl)acetamido)benzamide